cyclohexanone O-(5-(triisopropylsilyl)-4-pentyn-2-yl) oxime C(C)(C)[Si](C#CCC(C)ON=C1CCCCC1)(C(C)C)C(C)C